oxocyclotriphosphazene O=P1=NP=NP=N1